2,9-diacetoxyundecane Tert-butyl-N-hydroxy-N-[(1S)-1-(2-carbamoylthiazol-4-yl)-3-hydroxy-propyl]carbamate C(C)(C)(C)OC(N([C@@H](CCO)C=1N=C(SC1)C(N)=O)O)=O.C(C)(=O)OC(C)CCCCCCC(CC)OC(C)=O